N-(4-chlorophenyl)glycine C1=CC(=CC=C1NCC(=O)O)Cl